CC(C(C)NC1=C(C=CC=C1)NC1=CC=CC=C1)NC1=CC=C(C=C1)NC1=CC=CC=C1 (1-Methyl-2-{[(phenylamino)phenyl]amino}propyl)[4-(phenylamino)phenyl]amin